NCC=1C=C(C=CC1)N1N=C(C=C1C(=O)NC1=C(C=CC(=C1)C(CCC1CC1)(C1=NC=CC=C1)O)F)C(F)(F)F 1-(3-(aminomethyl)phenyl)-N-(5-(3-cyclopropyl-1-hydroxy-1-(pyridin-2-yl)propyl)-2-fluorophenyl)-3-(trifluoromethyl)-1H-pyrazole-5-carboxamide